potassium pimelate C(CCCCCC(=O)[O-])(=O)[O-].[K+].[K+]